FC1(CCC(CC1)NC1=NC(=NC(=N1)NC1CCC(CC1)(F)F)C1=NC(=CN=C1)C(F)(F)F)F N2,N4-bis(4,4-difluorocyclohexyl)-6-(6-(trifluoromethyl)pyrazin-2-yl)-1,3,5-triazine-2,4-diamine